ClC1=C(C(=C(C=C1)C=1CCCC2=C(C1C1=CC=C(C=C1)CC1CN(C1)CCC(F)F)C=CC=C2)C)F 8-(4-Chloro-3-fluoro-2-methylphenyl)-9-(4-((1-(3,3-difluoropropyl)azetidin-3-yl)methyl)phenyl)-6,7-dihydro-5H-benzo[7]annulen